FC1=CC2=C(C(OCC23CC3)C)S1 (2'-fluoro-5'H,7'H-spiro[cyclopropane-1,4'-thieno[2,3-c]pyran]-7'-yl)methan